C1(=CC=CC=C1)C1=NC(=NC(=N1)C1=CC=CC=C1)C1=CC(=CC=C1)C=1C=CC=2C=3C4=C(C=CC3C3(C5=CC=CC=C5OC=5C=CC=CC35)C2C1)C=CC=C4 2,4-diphenyl-6-(3-(spiro[benzo[c]fluorene-7,9'-xanthen]-9-yl)phenyl)-1,3,5-triazine